rac-(1r,2s,3r,5s)-2-fluoro-3-hydroxy-8-azabicyclo[3.2.1]octane-8-carboxylic acid tert-butyl ester C(C)(C)(C)OC(=O)N1[C@H]2[C@@H]([C@@H](C[C@@H]1CC2)O)F |r|